ethylene (propylene) acrylate C(C=C)(=O)O.C=CC.C=C